3-((3-(4-(((2s,6r)-2,6-dimethylmorpholino)methyl)styryl)-1H-indazol-6-yl)methylene)-5-(3-methoxyphenyl)pyrrolidin-2-one C[C@@H]1O[C@@H](CN(C1)CC1=CC=C(C=CC2=NNC3=CC(=CC=C23)C=C2C(NC(C2)C2=CC(=CC=C2)OC)=O)C=C1)C